C(=C)(SC)SC ethene-1,1-diylbis(methylsulfane)